O=C1C=C(OC2=CC=CC=C12)C(=O)OC methyl 4-oxo-4H-chromene-2-carboxylate